methyl 6-((4-(2-(pyridin-3-yl)acetamido)phenyl)ethynyl)-[1,1'-biphenyl]-2-carboxylate N1=CC(=CC=C1)CC(=O)NC1=CC=C(C=C1)C#CC=1C=CC=C(C1C1=CC=CC=C1)C(=O)OC